1-[1-(2-fluoroacryloyl)azetidin-3-yl]-7-[3-(prop-2-yl)-1,2,4-oxadiazepin-5-yl]-3-[4-(trifluoromethyl)phenyl]-2,3-dihydro-1H-imidazo[5,4-b]pyridin-2-one FC(C(=O)N1CC(C1)N1C(N(C2=NC=CC(=C21)C2=NC(=NOC=C2)C(C)C)C2=CC=C(C=C2)C(F)(F)F)=O)=C